ClC1=C(C(=C(C(=N1)OC)C(=O)OC)NC(NC(C(Cl)(Cl)Cl)=O)=O)F methyl 6-chloro-5-fluoro-2-methoxy-4-{[(2,2,2-trichloroacetyl)carbamoyl]amino}pyridine-3-carboxylate